FC1=C(C=CC(=C1)F)CCCCCC(=O)O 6-(2,4-difluorophenyl)hexanoic acid